FC1(CCC(CC1)(C(=O)Cl)C)F 4,4-difluoro-1-methyl-cyclohexanecarbonyl chloride